2,6-dichloronaphthalene ClC1=CC2=CC=C(C=C2C=C1)Cl